4-[(3S)-3-amino-3-methylpyrrolidin-1-yl]-N-tert-butyl-5-(3,5-difluorophenyl)pyridine-3-carboxamide N[C@@]1(CN(CC1)C1=C(C=NC=C1C1=CC(=CC(=C1)F)F)C(=O)NC(C)(C)C)C